[Co].[Cu].O water copper-cobalt